(R)-4-((3-(1-(5,8-dioxaspiro[3.4]octan-1-yl)-1H-imidazol-4-yl)-2-methoxyphenyl)amino)-6-(cyclopropanecarboxamido)nicotinamide [C@H]1(CCC12OCCO2)N2C=NC(=C2)C=2C(=C(C=CC2)NC2=CC(=NC=C2C(=O)N)NC(=O)C2CC2)OC